methyl (R)-1-((3,3-difluorocyclopentyl)methyl)-3-hydroxy-4-(trifluoromethyl)-1H-pyrazole-5-carboxylate FC1(C[C@@H](CC1)CN1N=C(C(=C1C(=O)OC)C(F)(F)F)O)F